CCOC(=O)COC1=C(C=C(C=C1)C1=CC(=C(C=C1)OCC(=O)OCC)C)C 4,4'-bis(2-ethoxycarbonylmethoxy)-3,3'-dimethyl-biphenyl